NC1=CC=C(OCCCNC([O-])=O)C=C1 (3-(4-aminophenoxy)propyl)carbamate